(1s,2s)-1-amino-1-phenylpropan-2-ol hydrochloride Cl.N[C@H]([C@H](C)O)C1=CC=CC=C1